(E)-4-(((4-nitrophenoxy)carbonyl)oxy)but-2-en-1-yl (4-(methyl(2-(N-methyl-5-((3aR,4R,6aS)-2-oxohexahydro-1H-thieno[3,4-d]imidazol-4-yl)pentanamido)ethyl)carbamoyl)benzyl)carbamate CN(C(=O)C1=CC=C(CNC(OC\C=C\COC(=O)OC2=CC=C(C=C2)[N+](=O)[O-])=O)C=C1)CCN(C(CCCC[C@H]1SC[C@H]2NC(N[C@H]21)=O)=O)C